(E)-N-(4-((3-chloro-4-fluorophenyl)amino)-5-(3-methoxyphenyl)quinazolin-6-yl)-4-(dimethylamino)but-2-enamide ClC=1C=C(C=CC1F)NC1=NC=NC2=CC=C(C(=C12)C1=CC(=CC=C1)OC)NC(\C=C\CN(C)C)=O